4,5-difluoro-2-nitrobenzoic acid methyl ester COC(C1=C(C=C(C(=C1)F)F)[N+](=O)[O-])=O